N'-(oxybis(4,1-phenylene))bis(2-methylpropanamide) O(C1=CC=C(C=C1)C(C(=O)N)(C)C)C1=CC=C(C=C1)C(C(=O)N)(C)C